FC[C@](N)(CC1=CNC=N1)C(=O)O (S)-α-fluoromethylhistidine